2,5-diethyl-furan C(C)C=1OC(=CC1)CC